3-(benzyloxymethyl)-1-cyclobutanone C(C1=CC=CC=C1)OCC1CC(C1)=O